C(C1=CC=CC=C1)OC(=O)N[C@@H](C(=O)OC)CNC(C1=CC(=CC(=C1)F)C1=C(C=NN1CC)Cl)=O (R)-methyl 2-(((benzyloxy)carbonyl)amino)-3-(3-(4-chloro-1-ethyl-1H-pyrazol-5-yl)-5-fluorobenzamido)propanoate